2,4-diphenyl-6-(2-hydroxy-4-octyloxyPhenyl)-1,3,5-triazine C1(=CC=CC=C1)C1=NC(=NC(=N1)C1=CC=CC=C1)C1=C(C=C(C=C1)OCCCCCCCC)O